1-isopropyl-2-methyl-6-(2-chloro-pyrimidin-4-yl)-1H-benzo[d]imidazole C(C)(C)N1C(=NC2=C1C=C(C=C2)C2=NC(=NC=C2)Cl)C